8-(2-Amino-4-((R)-1-(4-chloro-2-(3-methyl-1H-pyrazol-1-yl)phenyl)-2,2,2-trifluoroethoxy)thieno[3,2-d]pyrimidin-7-yl)-2-azaspiro[4.5]dec-7-en NC=1N=C(C2=C(N1)C(=CS2)C2=CCC1(CCNC1)CC2)O[C@@H](C(F)(F)F)C2=C(C=C(C=C2)Cl)N2N=C(C=C2)C